biphenyl-4-carboxylate monohydrochloride Cl.C1(=CC=C(C=C1)C(=O)O)C1=CC=CC=C1